COC1=CC=C(C=C1)NC1=NC2=C(C=3N1C(=NN3)C(=O)O)C=NC=C2 5-((4-methoxyphenyl)amino)pyrido[3,4-e][1,2,4]triazolo[4,3-c]pyrimidine-3-carboxylic acid